N[C@H](C(=O)NC1(CC1)C#N)CC=1OC2=C(N1)C=C(C=C2)Cl (S)-2-amino-3-(5-chlorobenzo[d]oxazol-2-yl)-N-(1-cyanocyclopropyl)propanamide